((3R)-4-amino-3-methyl-1,3-dihydrofuro[3,4-c][1,7]naphthyridin-8-yl)((3R,5S)-3-methyl-5-(6-(trifluoromethyl)-3-pyridinyl)-4-morpholinyl)methanone NC1=NC=2C=NC(=CC2C2=C1[C@H](OC2)C)C(=O)N2[C@@H](COC[C@@H]2C=2C=NC(=CC2)C(F)(F)F)C